C(C1=CC=CC=C1)OC=1C(=CC(=NC1)OC1=C(C=C(C=C1Cl)Br)Cl)SCC1=CC=C(C=C1)OC 5-benzyloxy-2-(4-bromo-2,6-dichloro-phenoxy)-4-[(4-methoxyphenyl)methylsulfanyl]pyridine